5-bromo-3-[(1R)-1-(2-{4-[(3-ethyl-1,2-oxazol-5-yl)methyl]-1-methyl-1H-pyrazol-3-yl}-5-fluorophenyl)ethoxy]Pyrazin-2-amine BrC=1N=C(C(=NC1)N)O[C@H](C)C1=C(C=CC(=C1)F)C1=NN(C=C1CC1=CC(=NO1)CC)C